ClC=1N=C2N(N=C(C=C2N2CC(C(C2)(C)C)(F)F)C=2C(=NC(=NC2)OC)OC)C1 2-chloro-8-(3,3-difluoro-4,4-dimethylpyrrolidin-1-yl)-6-(2,4-dimethoxypyrimidin-5-yl)imidazo[1,2-b]pyridazine